5-((R)-1-acetoxy-2-fluoroethyl)-2-(2-amino-7-butyl-8-oxo-7,8-dihydro-9H-purin-9-yl)tetrahydrofuran-3-yl acetate C(C)(=O)OC1C(OC(C1)[C@H](CF)OC(C)=O)N1C2=NC(=NC=C2N(C1=O)CCCC)N